C=1(N=NC(=C2C1N=C1C=CC=CC1=N2)N)N pyridazino[4,5-b]quinoxalinediamine